O=C1NC(CCC1C1=NN(C2=C(C=CC=C12)OCC(=O)NCC1=CN(C2=CC=CC=C12)C)C)=O 2-((3-(2,6-dioxopiperidin-3-yl)-1-methyl-1H-indazol-7-yl)oxy)-N-((1-methyl-1H-indol-3-yl)methyl)acetamide